CC1(OC2=C(C=CC=C2CC1)S(=O)(=O)N)C dimethylchroman-8-sulfonamide